3-(4-((5-chloro-4-(((1R,4R)-4-((methylamino)methyl)cyclohexyl)methoxy)pyrimidin-2-yl)amino)-5-methyl-1H-pyrazol-1-yl)cyclobutane-1-carbonitrile ClC=1C(=NC(=NC1)NC=1C=NN(C1C)C1CC(C1)C#N)OCC1CCC(CC1)CNC